N-(4-(2H-tetrazol-5-yl)phenyl)-2-(4-(5-chloro-2-propionylphenyl)-5-methoxy-2-oxopyridin-1(2H)-yl)-3-phenylpropionamide N=1NN=NC1C1=CC=C(C=C1)NC(C(CC1=CC=CC=C1)N1C(C=C(C(=C1)OC)C1=C(C=CC(=C1)Cl)C(CC)=O)=O)=O